Methyl 8-(2,4-dichlorophenyl)-9-(4-((1-(3-fluoropropyl)pyrrolidin-3-yl)methyl)phenyl)-6,7-dihydro-5H-benzo[7]annulene-3-carboxylate ClC1=C(C=CC(=C1)Cl)C=1CCCC2=C(C1C1=CC=C(C=C1)CC1CN(CC1)CCCF)C=CC(=C2)C(=O)OC